(S)-3-acetamido-4-(((S)-1-((2-methyl-5-(3-(methylamino)propoxy)benzyl)amino)-1-oxo-4-phenylbutan-2-yl)amino)-4-oxobutanoic acid C(C)(=O)N[C@@H](CC(=O)O)C(=O)N[C@H](C(=O)NCC1=C(C=CC(=C1)OCCCNC)C)CCC1=CC=CC=C1